C(C)(C)(C)OC(=O)N1CC2(C1)CN(C2)C2=CC=C(C=C2)C=2C=CC1=CN(N=C1C2F)C(C(=O)O)C2=C1N(C=N2)CCC1 2-[6-[4-(2-tert-butoxycarbonyl-2,6-diazaspiro[3.3]heptan-6-yl)phenyl]-7-fluoro-indazol-2-yl]-2-(6,7-dihydro-5H-pyrrolo[1,2-c]imidazol-1-yl)acetic acid